ClC=1SC=C(N1)CC(=O)OCOCCOCN1C2=NC=NC(=C2N=C1)N {2-[(6-amino-9H-purin-9-yl) methoxy] ethoxy}methyl (2-chloro-1,3-thiazol-4-yl)acetate